C(C)(C)(C)OC(=O)N1[C@@H](CN(CC1)CCCC=1C=CC=C2C(=CN=CC12)N1C(NC(CC1)=O)=O)C(=O)O (2S)-1-tert-butoxycarbonyl-4-[3-[4-(2,4-dioxohexahydropyrimidin-1-yl)-8-isoquinolyl]propyl]piperazine-2-carboxylic acid